C(C(=C)C)(=O)OCCC(C)C i-amyl methacrylate